FC1=CC=C(OC2=CC(=C(C=C2)NC(OCC=2C(=C3C(N(CC3=CC2)C2C(NC(CC2)=O)=O)=O)OC)=O)OC)C=C1 [2-(2,6-dioxopiperidin-3-yl)-4-methoxy-3-oxo-2,3-dihydro-1H-isoindol-5-yl]methyl N-[4-(4-fluorophenoxy)-2-methoxyphenyl]carbamate